(15β,16β,17β)-estra-1,3,5(10)-triene-15,16,17-triol C[C@@]12[C@H]([C@H]([C@H]([C@H]1[C@@H]1CCC=3C=CC=CC3[C@H]1CC2)O)O)O